2-[(4-{6-[methyl(phenyl)amino]pyrimidine-4-carbonyl}piperazin-1-yl)methyl]-1-{[(2S)-oxetan-2-yl]methyl}-1H-1,3-benzodiazole-6-carboxylic acid CN(C1=CC(=NC=N1)C(=O)N1CCN(CC1)CC1=NC2=C(N1C[C@H]1OCC1)C=C(C=C2)C(=O)O)C2=CC=CC=C2